Tetradecyl-3-(3,5-di-tert-butyl-4-hydroxyphenyl)propanoat C(CCCCCCCCCCCCC)OC(CCC1=CC(=C(C(=C1)C(C)(C)C)O)C(C)(C)C)=O